2,6-dihydroxy-1,5-diphenylnaphthalene OC1=C(C2=CC=C(C(=C2C=C1)C1=CC=CC=C1)O)C1=CC=CC=C1